[13C](C(C)C)(=O)[O-] [1-13C1]isobutyrate